2-[4-(hydroxymethyl)cyclohexyl]-7-isopropoxy-N-pyrazolo[1,5-a]pyrimidin-3-yl-imidazo[1,2-a]pyridine-6-carboxamide OCC1CCC(CC1)C=1N=C2N(C=C(C(=C2)OC(C)C)C(=O)NC=2C=NN3C2N=CC=C3)C1